C(C)O[Si](CCCN1C=NCC1)(C)OCC N-(3-diethoxy(methyl)silylpropyl)-4,5-dihydroimidazole